2-fluoro-9-hydroxy-9-(trifluoromethyl)-9H-fluorene FC1=CC=2C(C3=CC=CC=C3C2C=C1)(C(F)(F)F)O